Methyl (R)-2-((7-(but-2-yn-1-yl)-8-(3-((tert-butoxycarbonyl)amino)piperidin-1-yl)-3-methyl-2,6-dioxo-2,3,6,7-tetrahydro-1H-purin-1-yl)methyl)-6-(methylamino)nicotinate C(C#CC)N1C(=NC=2N(C(N(C(C12)=O)CC1=C(C(=O)OC)C=CC(=N1)NC)=O)C)N1C[C@@H](CCC1)NC(=O)OC(C)(C)C